N1N=NN=C1C1=C(C=CC=C1)N1N=CC(=C1)C=1C(=CC(N(C1)C)=O)C1=CC=C(C=C1)Cl 5-(1-(2-(1H-tetrazol-5-yl)phenyl)-1H-pyrazol-4-yl)-4-(4-chlorophenyl)-1-methylpyridin-2(1H)-one